COC1=CC=C(C=C1C1=C(C=C(C=C1C)\C=C\C1=CC=CC=C1)C)C=O (E)-6-methoxy-2',6'-dimethyl-4'-styryl-[1,1'-biphenyl]-3-carbaldehyde